N-((4-(((1-hydroxy-1-phospha-cyclohex-4-yl)methyl)amino)-3-nitrophenyl)sulfonyl)benzamide OP1CCC(CC1)CNC1=C(C=C(C=C1)S(=O)(=O)NC(C1=CC=CC=C1)=O)[N+](=O)[O-]